CS(=O)(=NC1=CC(=CC=C1)B1OC(C(O1)(C)C)(C)C)C dimethyl((3-(4,4,5,5-tetramethyl-1,3,2-dioxaborolan-2-yl)phenyl)imino)-λ6-sulfanone